tert-butyl 4-(2-{1-[(benzyloxy)carbonyl]piperidin-4-yl}ethynyl)piperidine-1-carboxylate C(C1=CC=CC=C1)OC(=O)N1CCC(CC1)C#CC1CCN(CC1)C(=O)OC(C)(C)C